C(#N)C1(CC1)C=1C=C(C(=NC1)C(=O)NC1=C(N=NC(=C1)C(F)(F)F)NC)SCC 5-(1-cyanocyclopropyl)-3-ethylsulfanyl-N-[3-(methylamino)-6-(trifluoromethyl)pyridazin-4-yl]pyridine-2-carboxamide